5-(2-(methylsulfanyl)ethoxy)nicotinaldehyde CSCCOC=1C=NC=C(C=O)C1